C=1N=CN2C1C1=CC=CC=C1[C@H]2[C@@H]2[C@H](C=1C=NN=CC1CC2)O (5R,6R)-6-((R)-5H-imidazo[5,1-a]isoindol-5-yl)-5,6,7,8-tetrahydrophthalazin-5-ol